C(CC(O)(C(=O)O)CC(=O)O)(=O)O.ClC1=C(C=C(C=C1)O)CN1CCC(CC1)(CCC1=CC=CC=C1)COCC 4-chloro-3-((4-(ethoxymethyl)-4-phenethylpiperidin-1-yl)methyl)phenol citrate